CN1C(=NC(=C1)C(F)(F)F)C1=CC=C(CN2N=C3C4=C2N=C(N=C4CCC3)C=3C=NC=CC3C(F)(F)F)C=C1 2-(4-(1-methyl-4-(trifluoromethyl)-1H-imidazol-2-yl)benzyl)-4-(4-(trifluoromethyl)pyridin-3-yl)-2,6,7,8-tetrahydropyrazolo[3,4,5-de]quinazoline